1-((2R,4S)-4-(4-Amino-3-((6-fluoroimidazo[1,2-a]pyridin-7-yl)ethynyl)-1H-pyrazolo[3,4-d]pyrimidin-1-yl)-2-(methoxymethyl)pyrrolidin-1-yl)prop-2-en-1-one NC1=C2C(=NC=N1)N(N=C2C#CC2=CC=1N(C=C2F)C=CN1)[C@H]1C[C@@H](N(C1)C(C=C)=O)COC